iron-nickel-chromium-molybdenum-silicon [Si].[Mo].[Cr].[Ni].[Fe]